2-(2-chloro-4-fluorophenyl)ethan-1-ol 4-[[5-[3-(dimethylamino)-2-hydroxy-propoxy]-4-(dodecanoylamino)-5-oxo-pentanoyl]amino]butyl-2-hexyldecanoate CN(CC(COC(C(CCC(=O)NCCCCC(C(=O)OCCC1=C(C=C(C=C1)F)Cl)(CCCCCCCC)CCCCCC)NC(CCCCCCCCCCC)=O)=O)O)C